N1(C=NC=C1)C=1C=CC(=C(C1)O)C=1N=NC(=CN1)N([C@H]1CCNC2(CC2)C1)C (S)-5-(1H-imidazol-1-yl)-2-(6-(methyl-(4-azaspiro[2.5]oct-7-yl)amino)-1,2,4-triazin-3-yl)phenol